2-(1-(1-(4-chloro-3-fluorophenyl)-3,3-dimethyl-2,3-dihydro-1H-pyrrolo[3,2-b]pyridine-5-carbonyl)piperidin-4-yl)acetic acid ClC1=C(C=C(C=C1)N1CC(C2=NC(=CC=C21)C(=O)N2CCC(CC2)CC(=O)O)(C)C)F